FC(C=1C=C2CN(CC2=CC1)C1=NC=CC(=N1)C1=NC=CC(=N1)C#CC=1C=C2C=NNC2=CC1)F 5-((2'-(5-(difluoromethyl)isoindolin-2-yl)-[2,4'-bipyrimidinyl]-4-yl)ethynyl)-1H-indazole